IC1=CC=C(C=C1)C1=CC=C(C=C1)C1CCC(CC1)CCC 4-iodo-4'-(4-propylcyclohexyl)-1,1'-biphenyl